methyl 3-(5-acetylthiophen-2-yl)-3-(3-{[(4-methoxybenzyl) oxy] methyl}-4-methylphenyl)-2-methylpropionate C(C)(=O)C1=CC=C(S1)C(C(C(=O)OC)C)C1=CC(=C(C=C1)C)COCC1=CC=C(C=C1)OC